(S)-1-(4-(6-bromobenzo[d]thiazol-2-yl)-6,7-dihydro-1H-imidazo[4,5-c]pyridin-5(4H)-yl)-2-cyclopropylethanone BrC1=CC2=C(N=C(S2)[C@H]2N(CCC3=C2N=CN3)C(CC3CC3)=O)C=C1